FC1=C(C=CC=C1)C1=NC(=NC=2[C@]3([C@H](CCC12)[C@H](C(C(=C3)C#N)=O)C)C)C3=C1C=CN=CC1=CC=C3 (6aR,7R,10aS)-4-(2-fluorophenyl)-2-(isoquinolin-5-yl)-7,10a-dimethyl-8-oxo-5,6,6a,7,8,10a-hexahydrobenzo[h]quinazoline-9-carbonitrile